N-METHYL-2-(4-METHYL-1,4-DIAZEPAN-1-YL)BENZO[4,5]IMIDAZOLo[1,2-A][1,8]NAPHTHYRIDINE CN1C(C=CC=2C=CC=3N(C12)C1=C(N3)C=CC=C1)N1CCN(CCC1)C